(S)-N-[(S)-cyano-(1-methylcyclopropyl)methyl]-2-methyl-propane-2-sulfinamide C(#N)[C@@H](N[S@@](=O)C(C)(C)C)C1(CC1)C